C(C)(C)(C)OC(=O)N1C[C@H]([C@@H](CC1)OC1=NC=C(C=C1)OC(C)C)OC |r| (±)-trans-tert-butyl-4-((5-isopropoxypyridin-2-yl)oxy)-3-methoxypiperidine-1-carboxylate